7-((1-Methylazetidin-3-yl)oxy)-1,2,3,4-tetrahydroisoquinoline hydrochloride Cl.CN1CC(C1)OC1=CC=C2CCNCC2=C1